C(C1=CC=CC=C1)OC1=CC=CC(=N1)[C@]12CCN(C[C@@H]2C1)CC1=NC2=C(N1C[C@H]1OCC1)C=C(C=C2)C(=O)OC methyl 2-(((1R,6S)-6-(6-(benzyloxy)pyridin-2-yl)-3-azabicyclo[4.1.0]heptan-3-yl)methyl)-1-((S)-oxetan-2-ylmethyl)-1H-benzo[d]imidazole-6-carboxylate